Methyl (((cis-3-(2-amino-6-(methylthio)-9H-purin-9-yl)cyclobutyl)methoxy) (4-bromophenoxy)phosphoryl)-L-alaninate NC1=NC(=C2N=CN(C2=N1)[C@H]1C[C@H](C1)COP(=O)(OC1=CC=C(C=C1)Br)N[C@@H](C)C(=O)OC)SC